ClC1=CC=C(C=N1)NC1=NC=CC2=C(C(=CC=C12)NCC1CC1)F N1-(6-chloropyridin-3-yl)-N6-(cyclopropylmethyl)-5-fluoroisoquinoline-1,6-diamine